C(CCCCCCC\C=C/CCCCCCCC)(=O)OO oleic acid hydroperoxide